3'-ethoxy-4'-(7-oxo-6,7-dihydro-3H-[1,2,3]triazolo[4,5-d]pyrimidin-5-yl)-[1,1'-biphenyl]-3,5-dicarboxylic acid C(C)OC=1C=C(C=CC1C=1NC(C2=C(N1)NN=N2)=O)C2=CC(=CC(=C2)C(=O)O)C(=O)O